(2S,5R)-7-oxo-2-(N-((2,2,2-trifluoroethyl)sulfonyl)carbamimidoyl)-1,6-diazabicyclo[3.2.1]octan-6-yl hydrogen sulfate S(=O)(=O)(ON1[C@@H]2CC[C@H](N(C1=O)C2)C(NS(=O)(=O)CC(F)(F)F)=N)O